C(C)S(=O)(=O)OC=1C=NC(=NC1)C=1C=NN(C1C(=O)OC(C)(C)C)C tert-butyl 4-(5-((ethanesulfonyl) oxy) pyrimidin-2-yl)-1-methyl-1H-pyrazole-5-carboxylate